tert-butyl (E)-methyl(3-((2-tosylhydrazono)methyl)cyclobutyl)carbamate CN(C(OC(C)(C)C)=O)C1CC(C1)/C=N/NS(=O)(=O)C1=CC=C(C)C=C1